ClC1(CC=C(C=C1)C1=CC=CC=C1)Cl 4,4-dichlorobiphenyl